N-(thiolane-3-yl)amidosulfuric acid S1CC(CC1)NS(O)(=O)=O